C1(CC1)COC1=C(C(=C(C(=O)O)C(=C1)C=CC1=CC=C(C=C1)C(F)(F)F)O)CC=C(C)C 4-(cyclopropylmethoxy)-2-hydroxy-3-(3-methylbut-2-en-1-yl)-6-(4-(trifluoromethyl)styryl)benzoic acid